ClC1=CC=C(C=N1)CNCC1=CC=C(C=C1)C(F)(F)F 1-(6-chloropyridin-3-yl)-N-(4-trifluoromethylbenzyl)methylamine